C(C)(C)(C)OC(=O)N1CCC(CC1)C=1C(=C2CCN(C2=CC1)[C@@H]1C(NC(CC1)=O)=O)F 4-[4-fluoro-1-[(3S)-2,6-dioxo-3-piperidinyl]-indolin-5-yl]-piperidine-1-carboxylic acid tert-butyl ester